O=C1C(=CN=C(N1CC(=O)OCCCC)N1CCCCC1)N[C@H](C)C1=CN=C(O1)C1=CC=CC=C1 butyl (R)-2-(6-oxo-5-((1-(2-phenyloxazol-5-yl)ethyl)amino)-2-(piperidin-1-yl)pyrimidin-1(6H)-yl)acetate